[Zn].OC=1[C@H](OC(C1O)=O)[C@H](CO)O vitamin C zinc